BrC=1C=CC=2N(C1)C(=CN2)C2=NC(=NC=C2C)NC2CCC(CC2)NCC(F)(F)F N1-(4-(6-Bromoimidazo[1,2-a]pyridin-3-yl)-5-methylpyrimidin-2-yl)-N4-(2,2,2-trifluoroethyl)cyclohexane-1,4-diamine